3-(2-methylpyridin-4-yl)-N-((3S,4S)-4-phenyltetrahydrofuran-3-yl)-1H-pyrazolo[3,4-b]pyridine-5-amide CC1=NC=CC(=C1)C1=NNC2=NC=C(C=C21)C(=O)N[C@@H]2COC[C@H]2C2=CC=CC=C2